Cl.N[C@@H]1[C@@H](CN(CC1)C1=CC(=NC=C1C=1C=NN(C1)C(F)F)NC1=NC(=NC=C1)C1=C(C=CC=C1OC)F)F N-(4-((3R,4S)-4-amino-3-fluoropiperidin-1-yl)-5-(1-(difluoromethyl)-1H-pyrazol-4-yl)pyridin-2-yl)-2-(2-fluoro-6-methoxyphenyl)pyrimidin-4-amine hydrochloride